(S)-2-hydroxy-3-(1H-indol-1-yl)propionic acid O[C@H](C(=O)O)CN1C=CC2=CC=CC=C12